2,4-dimethylthiophene-3-formic acid CC=1SC=C(C1C(=O)O)C